N[C@H](C(=O)N(C([2H])([2H])[2H])[C@H](C(=O)N1C[C@]2(C[C@H]1C(=O)N)C(NC1=CC=C(C=C12)S(=O)(=O)C)=O)CC1CC1)C (3R,5'S)-1'-((S)-2-((S)-2-amino-N-(methyl-d3)propanamido)-3-cyclopropylpropionyl)-5-(methylsulfonyl)-2-oxospiro[indole-3,3'-pyrrolidine]-5'-carboxamide